(R)-N-((2,2-dimethyl-1,3-dioxacyclopentane-4-yl)methyl)-2-((2-fluoro-4-iodophenyl)amino)-7-oxo-4,5,6,7-tetrahydrobenzo[b]thiophene-3-carboxamide CC1(OC[C@H](O1)CNC(=O)C=1C2=C(SC1NC1=C(C=C(C=C1)I)F)C(CCC2)=O)C